F[C@H]1[C@@H]2CCC[C@H](C[C@H]1N(C1=CC=C(N=N1)C1=C(C=C(C=C1)N1C=NC=C1)O)C)N2C 2-(6-(((1S,2S,3R,5R)-2-fluoro-9-methyl-9-azabicyclo[3.3.1]nonan-3-yl)(methyl)amino)pyridazin-3-yl)-5-(1H-imidazol-1-yl)phenol